Methyl 2-(2-(2-(4-((2-methoxyethyl)carbamoyl)phenyl)thiazole-4-carboxamido)acrylamido)acrylate COCCNC(=O)C1=CC=C(C=C1)C=1SC=C(N1)C(=O)NC(C(=O)NC(C(=O)OC)=C)=C